ClC1=CC=C(CCC2=NOC(=N2)CN2N=CC(=C(C2=O)C)C#CCO)C=C1 2-((3-(4-chlorophenethyl)-1,2,4-oxadiazol-5-yl)methyl)-5-(3-hydroxyprop-1-yn-1-yl)-4-methylpyridazin-3(2H)-one